(2-(((2R,3S,4R,5R)-5-(2-chloro-4-(cyclopentylamino)-7H-pyrrolo[2,3-d]pyrimidin-7-yl)-3,4-dihydroxytetrahydrofuran-2-yl)methoxy)-1-hydroxypropan-2-yl)phosphonic acid ClC=1N=C(C2=C(N1)N(C=C2)[C@H]2[C@@H]([C@@H]([C@H](O2)COC(CO)(C)P(O)(O)=O)O)O)NC2CCCC2